OCCC=O 3-hydroxy-1-oxopropan